CC1=C2C(C=C(OC2=CC(=C1)C)C1=CC(=CC=C1)F)=O 5,7-dimethyl-3'-fluoroflavone